1-benzyl-N5-((1s,2s)-2-(hydroxymethyl)cyclopropyl)-N3-methyl-2-oxo-1,2-dihydropyridine-3,5-dicarboxamide C(C1=CC=CC=C1)N1C(C(=CC(=C1)C(=O)N[C@@H]1[C@H](C1)CO)C(=O)NC)=O